[I-].S1C2=C(C=C1)C(=CC=C2)N2CC[N+](CC2)(CCCCOC2=CC=C1C=CC(NC1=C2)=O)COC(=O)C2(CCCCC2)C 4-(benzo[b]thiophen-4-yl)-1-((1-methylcyclohexanecarbonyl-oxy)methyl)-1-(4-(2-oxo-1,2-dihydroquinolin-7-yloxy)butyl)piperazin-1-ium iodide